3-benzyl-1-(trans-4-((5-cyano-4-(((1-hydroxycyclopropyl)methyl)-amino)pyrimidin-2-yl)amino)cyclohexyl)-1-(5-(1-methyl-1H-pyrazol-4-yl)-pyridin-2-yl)urea C(C1=CC=CC=C1)NC(N(C1=NC=C(C=C1)C=1C=NN(C1)C)[C@@H]1CC[C@H](CC1)NC1=NC=C(C(=N1)NCC1(CC1)O)C#N)=O